C(C)(C)(C)C=1SC(=CN1)/C=C/C(=O)N1CCN(CCC1)CCNC(=O)C1=NC=CN=C1N N-[2-(4-{(E)-3-[2-(tert-butyl)-1,3-thiazol-5-yl]acryloyl}-1,4-diazepan-1-yl)ethyl]-3-amino-2-pyrazinecarboxamide